CC1=C(C=CC(=C1)C)C1=NC(=NC(=N1)C1=C(C=C(C=C1)C)C)C1=C(C=C(C(=C1)C(C)(C)C1=CC=CC=C1)OCC(COCCCCCCCCC)O)O 2,4-Bis(2,4-dimethylphenyl)-6-[2-hydroxy-4-(3-nonyloxy-2-hydroxypropyloxy)-5-α-cumylphenyl]-s-triazin